5-[[2-fluoro-6-[2-(tridecyloxy)-4-(trifluoromethoxy)phenoxy]-3-(trifluoromethyl)benzoyl]amino]pyridine-2-carboxamide FC1=C(C(=O)NC=2C=CC(=NC2)C(=O)N)C(=CC=C1C(F)(F)F)OC1=C(C=C(C=C1)OC(F)(F)F)OCCCCCCCCCCCCC